(2-Chloro-3-(5-(2-methyl-[1,1'-biphenyl]-3-yl)-1,3,4-oxadiazol-2-yl)benzyl)glycine ClC1=C(CNCC(=O)O)C=CC=C1C=1OC(=NN1)C=1C(=C(C=CC1)C1=CC=CC=C1)C